N-(4-fluoro-3-((2-((1-methyl-1H-pyrazol-4-yl)amino)-5-(pyridin-4-yl)pyrimidin-4-yl)amino)phenyl)acrylamide FC1=C(C=C(C=C1)NC(C=C)=O)NC1=NC(=NC=C1C1=CC=NC=C1)NC=1C=NN(C1)C